tert-butyl (S)-3-(4-(6-((6-amino-2-(difluoromethyl) pyrimidin-4-yl)amino)-4-methoxypyridin-3-yl)-1H-pyrazol-1-yl)pyrrolidine-1-carboxylate NC1=CC(=NC(=N1)C(F)F)NC1=CC(=C(C=N1)C=1C=NN(C1)[C@@H]1CN(CC1)C(=O)OC(C)(C)C)OC